3-(5-(5-hydroxypent-1-yn-1-yl)-1-oxoisoindolin-2-yl)piperidine-2,6-dione OCCCC#CC=1C=C2CN(C(C2=CC1)=O)C1C(NC(CC1)=O)=O